13-heptyl-15,15,17,17-tetramethyl-5-(6-((1-((1,1,3,3-tetramethyl-3-(octyloxy)disiloxaneyl)oxy)octyl)oxy)hexyl)-12,14,16,18-tetraoxa-5-aza-15,17-disilahexacosan-1-ol C(CCCCCC)C(OCCCCCCN(CCCCO)CCCCCCOC(CCCCCCC)O[Si](O[Si](OCCCCCCCC)(C)C)(C)C)O[Si](O[Si](OCCCCCCCC)(C)C)(C)C